2-(4-ethynylphenyl)-1-(4-{[1,2,4]triazolo[4,3-b]pyridazin-6-yl}piperazin-1-yl)ethan-1-one C(#C)C1=CC=C(C=C1)CC(=O)N1CCN(CC1)C=1C=CC=2N(N1)C=NN2